COC1=C(C=CC(=C1)[N+](=O)[O-])N1CCNCC1 1-(2-methoxy-4-nitrophenyl)piperazine